C1(CC1)C1=C(N=C(N1C(=O)N)OC1=CC=CC=C1)C cyclopropyl-4-methyl-2-phenoxy-1H-imidazole-1-carboxamide